azobis(phenylisobutyronitrile) N(=NC(C#N)(CC1=CC=CC=C1)C)C(C#N)(CC1=CC=CC=C1)C